Cl.CNCC[C@H](OC1=CC=CC=2OCOC21)C2=CC=CC=C2 (S)-N-methyl-3-phenyl-3-[(benzo[d][1,3]dioxolane-4-yl)oxy]propylamine hydrochloride